4-Ethoxy-5-[1-(2-methanesulfonyl-phenyl)-1H-pyrazol-4-yl]-1-methyl-1H-pyridin-2-one C(C)OC1=CC(N(C=C1C=1C=NN(C1)C1=C(C=CC=C1)S(=O)(=O)C)C)=O